2-butyl-4-methoxy-6-((6-(4-phenylpiperidin-1-yl)hexyl)oxy)quinoline tert-butyl-N-[4-(trifluoromethanesulfonyloxy)-1,7-naphthyridin-6-yl]carbamate C(C)(C)(C)OC(NC=1C=C2C(=CC=NC2=CN1)OS(=O)(=O)C(F)(F)F)=O.C(CCC)C1=NC2=CC=C(C=C2C(=C1)OC)OCCCCCCN1CCC(CC1)C1=CC=CC=C1